2-(7-((2S,5R)-2,5-diethyl-4-(1-(2-ethylimidazo[1,2-b]pyridazin-6-yl)ethyl)piperazin-1-yl)-4-methyl-5-oxo-4,5-dihydro-2H-pyrazolo[4,3-b]pyridin-2-yl)acetonitrile C(C)[C@@H]1N(C[C@H](N(C1)C(C)C=1C=CC=2N(N1)C=C(N2)CC)CC)C=2C=1C(N(C(C2)=O)C)=CN(N1)CC#N